COC(CC1=CC(=C(C=C1)[N+](=O)[O-])NC)=O 2-(3-(methylamino)-4-nitrophenyl)acetic acid methyl ester